FC(C1=NNC=C1C=1C=C2C=CN(C(C2=CC1)=O)CC=1C=C(C=CC1)NC(=O)C1COC1)F N-(3-((6-(3-(Difluoromethyl)-1H-pyrazol-4-yl)-1-oxoisoquinolin-2(1H)-yl)methyl)phenyl)oxetane-3-carboxamide